(3S,6S,12aS)-1,2,3,4,6,7,12,12a-octahydro-9-methoxy-6-(2-methylpropyl)-1,4-dioxopyrazino[1',2':1,6]pyrido[3,4-b]indole-3-propanoic acid 1,1-dimethylethyl ester CC(C)(C)OC(CC[C@@H]1NC([C@@H]2CC3=C(NC=4C=C(C=CC34)OC)[C@@H](N2C1=O)CC(C)C)=O)=O